10-[2-(2-hydroxy-ethoxy)-ethyl]-7,8-dimethyl-10H-benzo[g]pteridine-2,4-dione OCCOCCN1C2=C(N=C3C(NC(N=C13)=O)=O)C=C(C(=C2)C)C